C1(CCCCC1)C=1N=CC(=NC1)CN(C(=O)[C@@H]1N(CC1)S(=O)(=O)C1=C(C(=C(C(=C1F)F)F)F)F)C1=C(C=C(C(=O)OCC2=CC=CC=C2)C=C1)F benzyl (R)-4-(N-((5-cyclohexylpyrazin-2-yl)methyl)-1-((perfluorophenyl)sulfonyl)azetidine-2-carboxamido)-3-fluorobenzoate